S(=O)(=O)(O)O.NC1=C(C=CC(=C1)NCCO)OC 2-amino-4-(β-hydroxyethyl)aminoanisole sulfate